C(#N)C(C(=O)N1C(CCCC1)CCC(=O)N[C@@H](CC1=CC=CC=C1)B(O)O)=CC(C)C ((1R)-1-(3-(1-(2-cyano-4-methylpent-2-enoyl)piperidin-2-yl)propanamido)-2-phenylethyl)boronic acid